C(=O)(O)[C@@H](CC=1C=CC2=C(SC(=C2)CN(CC=2C=C(C=CC2)C[C@H](C(=O)O)[C@@H]2CNCC2)CC=2C=C(C=CC2)C[C@H](C(=O)O)[C@@H]2CNCC2)C1)[C@@H]1CNCC1 (2S,2'S)-3,3'-(((((6-((S)-2-carboxy-2-((R)-pyrrolidin-3-yl)ethyl)benzo[b]thiophen-2-yl)methyl)azanediyl)bis(methylene))bis(3,1-phenylene))bis(2-((R)-pyrrolidin-3-yl)propionic acid)